4-oxobut-2-en O=CC=CC